1-(3-chloro-9-hydroxy-6,6a,7,8,9,10-hexahydrodipyrido[3,2-b:1',2'-d][1,4]oxazin-8-yl)-2-oxopyrrolidin ClC1=CC=2OCC3N(C2N=C1)CC(C(C3)N3C(CCC3)=O)O